CC=1C(=NC=CC1)[C@@H]1N([C@@H](CCC1)C1=NC=CC=C1C)CCCN 3-((2R,6S)-2,6-bis(3-methylpyridin-2-yl)piperidin-1-yl)propan-1-amine